7-acetyl-4-amino-3-((6-fluoro-1-(methyl-d3)-1H-benzo[d]imidazol-5-yl)ethynyl)-1H-pyrazol C(C)(=O)C1=C(C(=CC2=C1N(C=N2)C([2H])([2H])[2H])C#CC2=NNC=C2N)F